C(C1=CC=CC=C1)N(NC(=O)OC(C)(C)C)C(NC(C(=O)OC(C)(C)C)C(C)C)=O Tert-butyl 2-benzyl-2-((1-(tert-butoxy)-3-methyl-1-oxobutan-2-yl)carbamoyl)hydrazine-1-carboxylate